(3-cyclopropyl-1H-pyrazol-1-yl)-N-(1-(2-methoxyethyl)-1H-indazol-7-yl)pyridine-3-sulfonamide C1(CC1)C1=NN(C=C1)C1=NC=CC=C1S(=O)(=O)NC=1C=CC=C2C=NN(C12)CCOC